(9-(heptadec-9-yl)-9H-carbazole-3,6-diyl)diboronic acid CCCCCCCCC(CCCCCCCC)N1C2=CC=C(C=C2C=2C=C(C=CC12)B(O)O)B(O)O